ethyl 5-(5-bromo-3-nitropyridin-2-yl)-2-methylthiophene-3-carboxylate BrC=1C=C(C(=NC1)C1=CC(=C(S1)C)C(=O)OCC)[N+](=O)[O-]